4-(isochromen-1-yl)isoquinoline methyl-4-hydroxy-1H-indole-2-carboxylate COC(=O)C=1NC2=CC=CC(=C2C1)O.C1(OC=CC2=CC=CC=C12)C1=CN=CC2=CC=CC=C12